CC1(CN(C2=CC=CC=C12)C1=CC=C(C=C1)NC(C1=CC(=C(C(=C1)C=O)O)F)=O)C N-(4-(3,3-dimethylindolin-1-yl)phenyl)-3-fluoro-5-formyl-4-hydroxybenzamide